COC1=CC=C(C=C1)NC(\C=C\C1=NC=2N(C(N(C(C2N1C)=O)C)=O)C)=O (E)-N-(4-methoxyphenyl)-3-(1,3,7-trimethyl-2,6-dioxo-2,3,6,7-tetrahydro-1H-purin-8-yl)acrylamide